N-(3-(dimethylamino)propyl)-3-((2S)-2-hydroxy-3-(8-(naphthalen-2-ylsulfonyl)-1-oxa-8-azaspiro[4.5]decan-3-ylamino)propoxy)benzenesulfonamide CN(CCCNS(=O)(=O)C1=CC(=CC=C1)OC[C@H](CNC1COC2(C1)CCN(CC2)S(=O)(=O)C2=CC1=CC=CC=C1C=C2)O)C